ClC1=C(SC2=C1N=C(NC2=O)[C@@H]2N1CCC(C2)CC1)C=1C=NNC1 |o1:11| (R or S)-7-chloro-6-(1H-pyrazol-4-yl)-2-(quinuclidin-2-yl)thieno[3,2-d]pyrimidin-4(3H)-one